BrC1=C(NC=2C=CN=C(C2C1=O)C(=O)N)C=1C(=NC(=C(C1)C)C(F)(F)F)OC1=C(C(=C(C=C1)F)F)C 3-Bromo-2-[2-(3,4-difluoro-2-methyl-phenoxy)-5-methyl-6-(trifluoromethyl)-3-pyridyl]-4-oxo-1H-1,6-naphthyridine-5-carboxamide